CN(C(=O)C1=CC=C(C=C1)NC=1N=C(N=NC1C(=O)N)NC1=C(C=C2CCN(CC2=C1)C)F)C ((4-(dimethylcarbamoyl)phenyl)amino)-3-((6-fluoro-2-methyl-1,2,3,4-tetrahydroisoquinolin-7-yl)amino)-1,2,4-triazine-6-carboxamide